O1CCC(CC1)C(C)N 1-(tetrahydro-2H-pyran-4-yl)ethan-1-amine